The molecule is a beta-D-glucoside resulting from the formal condensation the tertiary allylic hydroxy group of steviol with beta-D-glucopyranose. It is a beta-D-glucoside, a monocarboxylic acid, a tetracyclic diterpenoid, a bridged compound, an ent-kaurane diterpenoid and a diterpene glycoside. It derives from a steviol. It is a conjugate acid of a steviolmonoside(1-). C[C@@]12CCC[C@@]([C@H]1CC[C@]34[C@H]2CC[C@](C3)(C(=C)C4)O[C@H]5[C@@H]([C@H]([C@@H]([C@H](O5)CO)O)O)O)(C)C(=O)O